4-amino-1-((4R,5R,7S,8R)-7-fluoro-8-hydroxy-7-(hydroxymethyl)-6-oxa-1-thiaspiro[3.4]oct-5-yl)pyrimidin-2(1H)-one NC1=NC(N(C=C1)[C@H]1[C@@]2(CCS2)[C@@H]([C@](O1)(CO)F)O)=O